C(=O)O.ClC=1C=NN(C1)CC1=CC2=C(N=C(N=C2N2CCC3(CCN(C3)C)CC2)C2=CC=NC=C2)C=N1 6-((4-chloro-1H-pyrazol-1-yl)methyl)-4-(2-methyl-2,8-diazaspiro[4.5]decan-8-yl)-2-(pyridin-4-yl)pyrido[3,4-d]pyrimidine formate salt